Ethyl 2-(5-bromo-2-oxo-4-(trifluoromethyl) pyridin-1(2H)-yl)-4-fluoro-4-methylpentanoate BrC=1C(=CC(N(C1)C(C(=O)OCC)CC(C)(C)F)=O)C(F)(F)F